C1(=CC=CC=C1)O.C(C)[N+](C)(CC)CC triethylmethylammonium phenol salt